BrC1=CC=C(C=N1)COC1=CC=CC(=N1)C1=CC(=C(C=C1F)CC=1N(C2=C(N1)C(=CC(=C2)C(=O)OCC)F)C[C@H]2OCC2)F Ethyl 2-[[4-[6-[(6-bromo-3-pyridyl)methoxy]-2-pyridyl]-2,5-difluoro-phenyl]methyl]-7-fluoro-3-[[(2S)-oxetan-2-yl]methyl]benzimidazole-5-carboxylate